C(C)N(C([C@H](C)O)=O)CCN1CCC(CC1)C1=CNC2=CC(=CC=C12)F (2S)-N-ethyl-N-{2-[4-(6-fluoro-1H-indol-3-yl)piperidin-1-yl]ethyl}-2-hydroxypropionamide